6-{[3-(hydroxymethyl)oxetan-3-yl]methoxy}-5-(3-methoxyazetidin-1-yl)pyridine-2-carboxamide OCC1(COC1)COC1=C(C=CC(=N1)C(=O)N)N1CC(C1)OC